tert-butyl 2-(5-(3,5-difluorobenzyl)-1-(tetrahydro-2H-pyran-2-yl)-1H-indazol-3-yl)-3a,4,6,6a-tetrahydropyrrolo[3,4-d]imidazole-5(1H)-carboxylate FC=1C=C(CC=2C=C3C(=NN(C3=CC2)C2OCCCC2)C2=NC3C(N2)CN(C3)C(=O)OC(C)(C)C)C=C(C1)F